N1C(=NC=C1)C1=NC=2C(=C3C(=NC2)N(C=C3)S(=O)(=O)C3=CC=CC=C3)N1C1CN(CC1)S(=O)(=O)CCC 2-(1H-imidazol-2-yl)-6-(phenylsulfonyl)-1-(1-(propylsulfonyl)pyrrolidin-3-yl)-1,6-dihydroimidazo[4,5-d]Pyrrolo[2,3-b]Pyridine